ClC=1C=C(C=CC1C)C(C(=O)NCC=1SC=C2C1CN(C2=O)C2C(NC(CC2)=O)=O)=C (2R)-2-(3-chloro-4-methylphenyl)-N-((5-(2,6-dioxopiperidin-3-yl)-4-oxo-5,6-dihydro-4H-thieno[3,4-c]pyrrol-1-yl)methyl)propenamide